CN1C(=C2C(=C1)C(CC2)NC(OCC2=NN(C=N2)C)=O)C(NC2=CC(=C(C(=C2)F)F)F)=O (1-Methyl-1H-1,2,4-triazol-3-yl)methyl (2-methyl-1-((3,4,5-trifluorophenyl)carbamoyl)-2,4,5,6-tetrahydrocyclopenta[c]pyrrol-4-yl)carbamate